C(CC(O)(C(=O)[O-])CC(=O)[O-])(=O)[O-].[Ca+2].[Ca+2].[Ca+2].C(CC(O)(C(=O)[O-])CC(=O)[O-])(=O)[O-] tri-Calcium citrat